CN(C)C(=[N+]1N=NC2=NC=CC=C21)N2CCOCC2 1-((dimethylamino)-(morpholino)methylene)-1H-[1,2,3]triazolo[4,5-b]pyridinium